BrC1=C(C(=C(C=C1)S)C)F 4-bromo-3-fluoro-2-methylbenzene-1-thiol